bromo-3-methyl-2-tosyl-2,3-dihydroisoquinolin-4(1H)-one BrC1N(C(C(C2=CC=CC=C12)=O)C)S(=O)(=O)C1=CC=C(C)C=C1